4-((2S,5R)-4-(Bis(4-chlorophenyl)methyl)-2,5-dimethylpiperazin-1-yl)-2-methyl-1-(((S)-tetrahydrofuran-2-yl)methyl)-1H-[1,2,4]triazolo[3,4-b]purine ClC1=CC=C(C=C1)C(N1C[C@@H](N(C[C@H]1C)C=1C=2N=C(N(C2N2C(N1)=NN=C2)C[C@H]2OCCC2)C)C)C2=CC=C(C=C2)Cl